FC1=CC=C(C(=C1)F)C=1C(=NC=CC1)C1=CC=C(C=C1F)F bis[4,6-difluorophenyl]pyridine